mono-tert-octylphenyl-α-naphthylamine C(C)(C)(CC(C)(C)C)N(C1=CC=CC2=CC=CC=C12)C1=CC=CC=C1